7-((E)-2-Cyclohexylvinyl)-4-aza-7,9-dideazaadenosine C1(CCCCC1)/C=C/C=1C=C([C@H]2[C@H](O)[C@H](O)[C@@H](CO)O2)N2N=CN=C(C12)N